(2S)-2-({5-[(1S)-1-[(5-chloro-2-methoxypyridin-3-yl)amino]ethyl]thiophen-2-yl}formamido)-3-cyclopentyl-N-[(1S)-2,2-difluorocyclopropyl]propanamide ClC=1C=C(C(=NC1)OC)N[C@@H](C)C1=CC=C(S1)C(=O)N[C@H](C(=O)N[C@@H]1C(C1)(F)F)CC1CCCC1